N-(tetrahydrofurane-3-yl)piperidin-4-amine O1CC(CC1)NC1CCNCC1